N-(5-(3-(2,2-dimethylpyrrolidin-1-yl)propanamido)-2-methylpyridin-3-yl)-7-(5-(hydroxymethyl)thiophen-2-yl)-[1,2,4]triazolo[4,3-a]pyridine-3-carboxamide CC1(N(CCC1)CCC(=O)NC=1C=C(C(=NC1)C)NC(=O)C1=NN=C2N1C=CC(=C2)C=2SC(=CC2)CO)C